ClC1=C(C=CC=C1)C=1N=C(SC1)N/N=C/C1=C(C=CC=C1)C(=O)OCC1=CC=CC=C1 (E)-4-(2-chlorophenyl)-2-(2-benzyloxyformylbenzylidenehydrazino)thiazole